C(#N)C(CNC=1C(=CC=C2C=CC(=CC12)C1=CC=CC(=N1)C(=O)NC1CN(CCC1)CCO)OC)=C 6-{8-[(2-cyano-2-methylideneethyl)amino]-7-methoxynaphthalen-2-yl}-N-[1-(2-hydroxyethyl)piperidin-3-yl]pyridine-2-carboxamide